C(C)(C)(C)OC(=O)N1CC(C1)CC1=CC(=C(C=C1)Br)F 3-(4-bromo-3-fluorobenzyl)azetidine-1-carboxylic acid tert-butyl ester